(3aS,7aS)-7a-fluoro-1-oxooctahydro-5H-pyrrolo[3,4-c]pyridine-5-carboxylic acid tert-butyl ester C(C)(C)(C)OC(=O)N1C[C@H]2[C@@](CC1)(C(NC2)=O)F